CC1(N(C(N(C1=O)CC1=CC(=C(OC(C(=O)OCC)(C)C)C(=C1)C)C)=O)C1=CC=C(C=C1)C(F)(F)F)C Ethyl 2-(4-((4,4-dimethyl-2,5-dioxo-3-(4-(trifluoromethyl)phenyl) imidazolin-1-yl) methyl)-2,6-dimethylphenoxy)-2-methylpropionate